CC1(OB(OC1(C)C)/C=C/C=1C=CC(=NC1)N1CCOCC1)C (E)-4-(5-(2-(4,4,5,5-tetramethyl-1,3,2-dioxaborolan-2-yl)vinyl)pyridin-2-yl)morpholine